dimethyl 4,4'-(10-methyl-10H-phenoxazine-2,8-diyl)-bis-(2-(trifluoromethyl)benzoate) CN1C2=CC(=CC=C2OC=2C=CC(=CC12)C1=CC(=C(C(=O)OC)C=C1)C(F)(F)F)C1=CC(=C(C(=O)OC)C=C1)C(F)(F)F